C(C)(C)(C)OC(=O)N1CCC(CC1)(F)C=1C(=CC=2N(C1)C(=CN2)N2N=CC(=C2)C2=C(C=C(C(=C2)C(NC2CC2)=O)F)C)OC 4-{3-[4-(5-cyclopropylcarbamoyl-4-fluoro-2-methyl-phenyl)-pyrazol-1-yl]-7-methoxy-imidazo[1,2-a]pyridin-6-yl}-4-fluoro-piperidine-1-carboxylic acid tert-butyl ester